N-((3R,4S)-4-((2-(2,6-dichloro-3,5-dimethoxyphenyl)-4-(neopentylamino)pyrido[3,4-d]pyrimidin-6-yl)amino)tetra-hydrofuran-3-yl)acrylamide ClC1=C(C(=C(C=C1OC)OC)Cl)C=1N=C(C2=C(N1)C=NC(=C2)N[C@H]2[C@H](COC2)NC(C=C)=O)NCC(C)(C)C